N3-Phenyl-9H-pyrido[3,4-b]indole-1,3-dicarboxamide C1(=CC=CC=C1)NC(=O)C1=CC2=C(NC3=CC=CC=C23)C(=N1)C(=O)N